2,2-dimethyl-6-oxohexanoic acid CC(C(=O)O)(CCCC=O)C